C1(CC1)NC1=NC=2N(C(C(=NC2C=N1)C1=CC2=CN(N=C2C=C1)CC(C)(C)O)=O)C1=CC=C(C=C1)OC(F)F 2-(cyclopropylamino)-8-(4-(difluoromethoxy)phenyl)-6-(2-(2-hydroxy-2-methylpropyl)-2H-indazol-5-yl)pteridin-7(8H)-one